(2-aminothiazol-4-yl)ethanol NC=1SC=C(N1)C(C)O